(S)-6-(1-(5-(3-(difluoromethyl)-1-methyl-1H-pyrazol-4-yl)-7-(2-(ethyl(methyl)amino)ethyl)-1-oxo-3,4-dihydroisoquinolin-2(1H)-yl)ethyl)-4-ethoxynicotinonitrile FC(C1=NN(C=C1C1=C2CCN(C(C2=CC(=C1)CCN(C)CC)=O)[C@@H](C)C1=NC=C(C#N)C(=C1)OCC)C)F